silver neooctanoate C(CCCC(C)(C)C)(=O)[O-].[Ag+]